(2R,4S)-2-(2-(chloromethyl)allyl)-4-((4-nitrobenzoyl)oxy)-pyrrolidine-1,2-dicarboxylic acid 1-(tert-butyl) 2-methyl ester COC(=O)[C@@]1(N(C[C@H](C1)OC(C1=CC=C(C=C1)[N+](=O)[O-])=O)C(=O)OC(C)(C)C)CC(=C)CCl